NC1=C(C=C(C=N1)NC(C(=O)N1[C@H](CC[C@@H](C1)C)C=1C=CC2=C(N=CS2)C1)=O)C1COC1 N-[6-amino-5-(oxetan-3-yl)-3-pyridyl]-2-[(2R,5S)-2-(1,3-benzothiazol-5-yl)-5-methyl-1-piperidyl]-2-oxo-acetamide